FC(OC=1C=CC(=NC1)C=1C=C2C=C(C(N(C2=NC1)CCN1CCOCC1)=O)C(=O)O)F 6-[5-(difluoromethoxy)-2-pyridyl]-1-(2-morpholinoethyl)-2-oxo-1,8-naphthyridine-3-carboxylic acid